4-{7-[6-cyano-5-(trifluoromethyl)pyridin-3-yl]-8-oxo-6-thioxo-5,7-diazaspiro[3.4]oct-5-yl}-2-fluoro-N-methylbenzamide C(#N)C1=C(C=C(C=N1)N1C(N(C2(CCC2)C1=O)C1=CC(=C(C(=O)NC)C=C1)F)=S)C(F)(F)F